C(C)OC1=CC(N(C=C1C=1C=NN(C1)C(C)C1=CC=C(C=C1)C=1C=NN(C1)C)C)=O 4-ethoxy-1-methyl-5-(1-{1-[4-(1-methyl-1H-pyrazol-4-yl)-phenyl]-ethyl}-1H-pyrazol-4-yl)-1H-pyridin-2-one